C(C#CC)(=O)NC1CC(CCC1)C1=C2C(=C(NC2=C(C(=C1F)F)C(=O)N)C)F 4-(3-(but-2-ynamido)cyclohexyl)-3,5,6-trifluoro-2-methyl-1H-indole-7-carboxamide